FC=1C=C(C=C(C1)F)C1(CCNCC1)C1=C(C=CC(=C1)OC(F)(F)F)S(=O)(=O)N (4-(3,5-difluorophenyl)piperidin-4-yl)-4-(trifluoromethoxy)benzenesulfonamide